C1=NC=C2C=CC=3C=4C2=C1C=CC4C=4C1=C2C(C=NC=C2C(C4)=O)=CC(C31)=O anthraceno[2,1,9-def:6,5,10-d'e'f']diisoquinoline-6,11-dione